6-methyl-4-{2-[4-(2-(4-methyl-3-oxo-1,4-diazepan-1-yl)ethoxy)phenyl]quinolin-6-yl}-1H-pyrrolo[2,3-c]pyridin-7(6H)-one CN1C(C2=C(C(=C1)C=1C=C3C=CC(=NC3=CC1)C1=CC=C(C=C1)OCCN1CC(N(CCC1)C)=O)C=CN2)=O